N-[1-(azetidin-3-yl)-1H-pyrazol-4-yl]acetamide hydrochloride Cl.N1CC(C1)N1N=CC(=C1)NC(C)=O